BrC=1C=C2C(=NC=NC2=CC1O[C@@H]1COCC1)C=1C(=NN(C1)CC(F)F)C1=CC=CC=C1 (S)-6-bromo-4-(1-(2,2-difluoroethyl)-3-phenyl-1H-pyrazol-4-yl)-7-((tetrahydrofuran-3-yl)oxy)quinazoline